N-[2-(5-chloro-1-methyl-pyrazol-4-yl)-2-(6-cyano-2-pyridyl)propyl]-5-(2,4-difluorophenyl)isoxazole-3-carboxamide ClC1=C(C=NN1C)C(CNC(=O)C1=NOC(=C1)C1=C(C=C(C=C1)F)F)(C)C1=NC(=CC=C1)C#N